O1C(=CC=C1)CSCCN1C=[N+](C=C1)CCSCC=1OC=CC1 1,3-bis[2-[(furan-2-yl)methylthio]ethyl]imidazolium